N[C@@H]1C[C@](C[C@H]1C)(C(=O)[O-])CC1=CC(=CC=C1)C1=NC=C(C=N1)F |o1:1,3,5| (1R*,3R*,4R*)-3-amino-1-(3-(5-fluoropyrimidin-2-yl)benzyl)-4-methylcyclopentane-1-carboxylate